C(C1=CC=CC=C1)SCC1=C(C=C(C=C1)F)B(O)O (2-[(BENZYLSULFANYL)METHYL]-5-FLUOROPHENYL)BORANEDIOL